C1(CC1)C=1C=C(C(=NC1)C(=O)N([C@@H]1CNCC(C1)C1=NC(=NO1)C)CC(C)C)NC1COC1 5-cyclopropyl-N-isobutyl-N-((3S)-5-(3-methyl-1,2,4-oxadiazol-5-yl)piperidin-3-yl)-3-(oxetan-3-ylamino)pyridinecarboxamide